BrC1(C(=C1F)F)Br dibromodifluorocyclopropene